ClC1=NC=2N(C=C1)N=CC2C(=O)Cl 5-chloropyrazolo[1,5-a]pyrimidine-3-carbonyl chloride